Benzyl ((1R,2S)-1-(3,5-bis(trifluoromethyl)phenyl)-3-((tert-butyldimethylsilyl)oxy)-1-hydroxypropan-2-yl)carbamate FC(C=1C=C(C=C(C1)C(F)(F)F)[C@H]([C@H](CO[Si](C)(C)C(C)(C)C)NC(OCC1=CC=CC=C1)=O)O)(F)F